OC(CO)C1=CC(=NC=C1)C(=O)N 4-(1,2-dihydroxyethyl)picolinamide